1-(4-bromophenyl)-3-[(4-methoxyphenyl)methyl]hexahydro-pyrimidine-2,4-dione BrC1=CC=C(C=C1)N1C(N(C(CC1)=O)CC1=CC=C(C=C1)OC)=O